ClC=1C(=NC(=NC1)NC1CCOCC1)C=1C=C2C(=NC1)CN(C2=O)CC(=O)N[C@H](CO)C2=CC(=CC=C2)OC 2-(3-{5-chloro-2-[(oxan-4-yl)amino]pyrimidin-4-yl}-5-oxo-5H,6H,7H-pyrrolo[3,4-b]pyridin-6-yl)-N-[(1S)-2-hydroxy-1-(3-methoxyphenyl)ethyl]acetamide